ClC=1C(=NC=NC1)N1C(=NC2=C1C=CC=C2)SC2=CC=CC=C2 1-(5-Chloropyrimidin-4-yl)-2-(phenylsulfanyl)-1H-benzo[d]imidazole